4-((2,5-dimethyl-4,5-dihydro-2H-[1,2,3]triazolo[4,5-c]quinolin-6-yl)amino)-N-(methyl-d3)-6-(3-methylureido)nicotinamide CN1N=C2C(CN(C=3C(=CC=CC23)NC2=CC(=NC=C2C(=O)NC([2H])([2H])[2H])NC(=O)NC)C)=N1